FC1=C(CN2C(N(N=C2)C2=CC(=C(C=C2)OC2=C(C(=NO2)CO)C)F)=O)C(=CC=C1)F 4-(2,6-difluorobenzyl)-2-(3-fluoro-4-((3-(hydroxymethyl)-4-methylisoxazol-5-yl)oxy)phenyl)-2,4-dihydro-3H-1,2,4-triazol-3-one